C(#N)[C@@]1([C@]2(C)[C@@H](CC1)[C@@H]1CCC3=CC(CC[C@]3(C)[C@H]1CC2)=O)O 17β-cyano-17α-hydroxyandrosta-4-en-3-one